1-(1H-Benzimidazol-5-yl)-5-{2-fluoro-4-[5-(trifluoromethyl)thiophen-2-yl]phenyl}-imidazolidin-2-one N1C=NC2=C1C=CC(=C2)N2C(NCC2C2=C(C=C(C=C2)C=2SC(=CC2)C(F)(F)F)F)=O